(S)-quinuclidin-3-yl (5-(3-(dimethylamino)phenyl)-2,2-dimethyl-2,3-dihydro-1H-inden-1-yl)carbamat CN(C=1C=C(C=CC1)C=1C=C2CC(C(C2=CC1)NC(O[C@@H]1CN2CCC1CC2)=O)(C)C)C